COC(C1=NC(=C(C(=C1Cl)Cl)Cl)Cl)=O 3,4,5,6-tetrachloropicolinic acid methyl ester